O=C1NC(CCC1N1C(N(C2=C1C=CC=C2OCC2CCN(CC2)C(=O)OC(C)(C)C)C)=O)=O tert-butyl 4-(((1-(2,6-dioxopiperidin-3-yl)-3-methyl-2-oxo-2,3-dihydro-1H-benzo[d]imidazol-4-yl)oxy)methyl)piperidine-1-carboxylate